FC(C1=CC(NC=2N1N=CN2)=O)(F)F 7-(trifluoromethyl)-4H-[1,2,4]triazolo[1,5-a]pyrimidin-5-one